BrC=1C(=NC=CC1)N1N=C(C=C1)N 1-(3-bromopyridin-2-yl)-1H-pyrazol-3-amine